(6-nitro-1H-indazol-3-yl)morpholine [N+](=O)([O-])C1=CC=C2C(=NNC2=C1)N1CCOCC1